5-Chloro-4-((3aR,6aS)-hexahydropyrrolo[3,4-c]pyrrol-2(1H)-yl)-N-(1-methyl-1H-pyrazol-4-yl)pyrimidin-2-amine ClC=1C(=NC(=NC1)NC=1C=NN(C1)C)N1C[C@@H]2CNC[C@@H]2C1